tert-butyl (1R,5S,6r)-6-fluoro-6-(hydroxymethyl)-3-azabicyclo[3.1.0]hexane-3-carboxylate FC1([C@@H]2CN(C[C@H]12)C(=O)OC(C)(C)C)CO